(6-bromo-1H-inden-2-yl)(4-(6-methoxynicotinyl)piperazin-1-yl)methanone BrC1=CC=C2C=C(CC2=C1)C(=O)N1CCN(CC1)CC1=CN=C(C=C1)OC